C(C1=CC=CC=C1)OC=1C(=CC2=C(N(C([C@H]3N(C2=O)CC=C(C3)C=3SC=CC3)O)C(=O)OCC=C)C1)OC allyl (6aS)-3-(benzyloxy)-6-hydroxy-2-methoxy-12-oxo-8-(thiophen-2-yl)-6,6a,7,10-tetrahydrobenzo[e]pyrido[1,2-a][1,4]diazepine-5(12H)-carboxylate